allyl (6aS)-3-hydroxy-2,6-dimethoxy-14-oxo-6,6a,7,12-tetrahydrobenzo[5,6][1,4]diazepino[1,2-b]isoquinoline-5(14H)-carboxylate OC=1C(=CC2=C(N(C([C@H]3N(CC4=CC=CC=C4C3)C2=O)OC)C(=O)OCC=C)C1)OC